O=C1O\C(\C=C1CC1CN(CC1)C(=O)OC(C)(C)C)=C/[Si](C(C)C)(C(C)C)C(C)C tert-butyl (Z)-3-((2-oxo-5-((triisopropylsilyl)methylene)-2,5-dihydrofuran-3-yl)methyl)pyrrolidine-1-carboxylate